C1=CC=CC=2C3=CC=CC=C3C(C12)COC(=O)N[C@@H](C(=O)O)CCCNC(CN1CCC(CC1)NC(=O)OC(C)(C)C)=O (R)-2-((((9H-fluoren-9-yl)methoxy)carbonyl)amino)-5-(2-(4-((tert-butoxycarbonyl)amino)piperidin-1-yl)acetamido)pentanoic acid